3-(2-fluoroacrylamido)-2-(3-(4-(trifluoromethyl)phenyl)-1H-pyrazolo[3,4-b]pyridin-1-yl)propanoic acid FC(C(=O)NCC(C(=O)O)N1N=C(C=2C1=NC=CC2)C2=CC=C(C=C2)C(F)(F)F)=C